CN(C(=O)C1=NN2C(CN(CCC2)C=2C3=C(N=C(N2)OCC24CCCN4CCC2)CNCC3)=C1)C N,N-dimethyl-5-(2-((tetrahydro-1H-pyrrolizin-7a(5H)-yl)methoxy)-5,6,7,8-tetrahydropyrido[3,4-d]pyrimidin-4-yl)-5,6,7,8-tetrahydro-4H-pyrazolo[1,5-a][1,4]diazepine-2-carboxamide